(7-ethoxy-6-methoxy-1-(2-(6-methoxy-1H-indol-3-yl)ethyl)-3,4-dihydroisoquinolin-2(1H)-yl)(morpholinyl)methanone C(C)OC1=C(C=C2CCN(C(C2=C1)CCC1=CNC2=CC(=CC=C12)OC)C(=O)N1CCOCC1)OC